C(C)S(=O)(=O)NC1=CC(=C(OC=2C=C(C(=O)N(CCOC3CCNCC3)C)C=CC2)C=C1)C=1C2=C(C(N(C1)C)=O)NC=C2 3-[4-(ethylsulfonylamino)-2-(6-methyl-7-oxo-1H-pyrrolo[2,3-c]pyridin-4-yl)phenoxy]-N-methyl-N-[2-(4-piperidyloxy)ethyl]benzamide